4-[[(2R,3R,4S,5S)-3-(3,4-Difluoro-2-methoxy-phenyl)-4,5-dimethyl-5-(trifluoromethyl)tetrahydrofuran-2-carbonyl]amino]-5-fluoro-pyridin-2-carboxamid FC=1C(=C(C=CC1F)[C@@H]1[C@@H](O[C@@]([C@H]1C)(C(F)(F)F)C)C(=O)NC1=CC(=NC=C1F)C(=O)N)OC